2-(3'-tert-butyl-2'-hydroxy-5'-(2-octyloxycarbonyl-ethyl)phenyl)-5-chlorobenzotriazole C(C)(C)(C)C=1C(=C(C=C(C1)CCC(=O)OCCCCCCCC)N1N=C2C(=N1)C=CC(=C2)Cl)O